N1C(=NC=C1)S(=O)(=O)O Imidazolesulfonic acid